C(CCCCCCCCCCCCCCCCCCCCCCCCCCC)(=O)OCCCCCCCCCCCCCCCCCCCCCCCCCCCCCC n-triacontyl octacosanoate